3,6-dichloro-4,5-bis(difluoromethyl)pyridazine ClC=1N=NC(=C(C1C(F)F)C(F)F)Cl